2-methylacrylic acid CC(C(=O)O)=C